BrC(C(=O)OCC(C(=O)OCCO)(C)COC(C(C)(C)Br)=O)(C)C 2,2-Bis[(2-bromoisobutyryloxy)methyl]propionic acid, 2-hydroxyethyl ester